N4-{[1-(methoxymethyl)cyclobutyl]methyl}-N4-methyl-6'-propyl-5'-(trifluoromethyl)[2,3'-bipyridin]-4,5,6-triamine COCC1(CCC1)CN(C1=CC(=NC(=C1N)N)C=1C=NC(=C(C1)C(F)(F)F)CCC)C